C(C)(C)(C)NC(C1=CC=C(C=C1)F)=O N-(tert-butyl)-4-fluorobenzamide